N1N=CC2=CC=CC(=C12)C(=O)[O-] indazole-7-carboxylate